ethyl 4-(hydroxymethyl)-1-methyl-5-{[(2-{[7-(5-methyl-1,2,4-oxadiazol-3-yl)isoquinolin-1-yl]amino}ethyl)amino]methyl}-1H-pyrrole-2-carboxylate OCC=1C=C(N(C1CNCCNC1=NC=CC2=CC=C(C=C12)C1=NOC(=N1)C)C)C(=O)OCC